ClC1=NNC=N1 3-Chloro-1,2,4-triazole